OC(CCN1N=C2C=C(C(=CC2=C1)NC(C1=CC(=CC=C1)S(N)(=O)=O)=O)N1CCC(CC1)O)(C)C N-(2-(3-hydroxy-3-methylbutyl)-6-(4-hydroxypiperidin-1-yl)-2H-indazol-5-yl)-3-sulfamoylbenzamide